C(CCCCCCCCCCCCCCCCCC)[N+](C)(C)[O-] Nonadecyldimethylamine Oxide